(4-((triisopropylsilyl)oxy)phenyl)methanol C(C)(C)[Si](OC1=CC=C(C=C1)CO)(C(C)C)C(C)C